O=CCC 3-oxopropane